[Si](C)(C)(C(C)(C)C)O[C@@H](CCO)[C@@H](\C=C\B1OC(C(O1)(C)C)(C)C)C (3S,4R,E)-3-((tert-butyldimethylsilyl)oxy)-4-methyl-6-(4,4,5,5-tetramethyl-1,3,2-dioxaborolan-2-yl)hex-5-en-1-ol